1-Butyl-5-(diaminomethylene)-3-(3-oxo-2-azadispiro[4.1.57.15]tridecan-10-yl)pyrimidine-2,4,6(1H,3H,5H)-trione C(CCC)N1C(N(C(C(C1=O)=C(N)N)=O)C1CCC2(CC3(CC(NC3)=O)C2)CC1)=O